FC=1C=C(C=C2C(=NN(C12)C1OCCCC1)C=C)C=1C(=NN(C1O)C)COC (7-fluoro-1-(tetrahydro-2H-pyran-2-yl)-3-vinyl-1H-indazol-5-yl)-3-(methoxymethyl)-1-methyl-1H-pyrazol-5-ol